ClC=1C=C(C=CC1Cl)CNC=1NC(C2=C(N1)C=NN2CC2N(CCC2)C(=O)OC(C)(C)C)=O tert-butyl 2-[[5-[(3,4-dichlorophenyl) methylamino]-7-oxo-6H-pyrazolo[4,3-d]pyrimidin-1-yl]methyl]pyrrolidine-1-carboxylate